C(#N)N1C(=NC=C1)C=O 1-cyanoimidazoleAl